(4'-fluorospiro[cyclopentane-1,3'-indolin]-1'-yl)(3-(piperidin-1-ylsulfonyl)phenyl)methanone FC1=C2C3(CN(C2=CC=C1)C(=O)C1=CC(=CC=C1)S(=O)(=O)N1CCCCC1)CCCC3